N-[5-(2,6-difluoro-4-methoxyphenyl)-1-methyl-3-oxo-2-{6-[(1H-1,2,4-triazol-5-yl)amino]-3-(trifluoromethyl)pyridin-2-yl}-2,3-dihydro-1H-pyrazol-4-yl]-4-(difluoromethoxy)benzamide FC1=C(C(=CC(=C1)OC)F)C1=C(C(N(N1C)C1=NC(=CC=C1C(F)(F)F)NC1=NC=NN1)=O)NC(C1=CC=C(C=C1)OC(F)F)=O